(2S,4R)-1-[(2S)-3,3-dimethyl-2-[4-[[2-(morpholinomethyl)imidazol-1-yl]methyl]triazol-1-yl]butanoyl]-4-hydroxy-N-methyl-pyrrolidine-2-carboxamide CC([C@@H](C(=O)N1[C@@H](C[C@H](C1)O)C(=O)NC)N1N=NC(=C1)CN1C(=NC=C1)CN1CCOCC1)(C)C